4-((R)-10-Acryloyl-2-fluoro-5-methyl-14-oxo-8,8a,9,10,11,12-hexahydro-7H,14H-pyrazino[1',2':5,6][1,5]diazocino[3,2,1-hi]indol-3-yl)-2-amino-7-fluorobenzo[b]thiophene-3-carbonitrile C(C=C)(=O)N1C[C@@H]2N(C(C=3C=C(C(=C4C=C(N(C34)CC2)C)C2=CC=C(C=3SC(=C(C32)C#N)N)F)F)=O)CC1